bromo-4-hydroxy-2-oxo-1-(2-(piperidin-1-yl)ethyl)-1,2-dihydro-1,8-naphthyridine-3-carboxylic acid ethyl ester C(C)OC(=O)C=1C(N(C2=NC=CC(=C2C1O)Br)CCN1CCCCC1)=O